[3-[4-(benzenesulfonyl)phenyl]azetidin-1-yl]-[6-(5-cyclopropyl-4H-1,2,4-triazol-3-yl)-2-azaspiro[3.3]heptan-2-yl]methanone C1(=CC=CC=C1)S(=O)(=O)C1=CC=C(C=C1)C1CN(C1)C(=O)N1CC2(C1)CC(C2)C2=NN=C(N2)C2CC2